CC1=C(C=CC=C1C=1SC=2CN(CCC2N1)C(=O)OC(C)(C)C)C1=C(C(=CC=C1)OCCCN1CC2C(C1)COC2)C tert-butyl 2-(2,2'-dimethyl-3'-(3-(tetrahydro-1H-furo[3,4-c]pyrrol-5(3H)-yl) propoxy)-[1,1'-biphenyl]-3-yl)-6,7-dihydrothiazolo[5,4-c]pyridine-5(4H)-carboxylate